OC1(CCC(CC1)=NO)C(C(F)(F)F)(F)F 4-hydroxy-4-(perfluoroethyl)cyclohexane-1-one oxime